N-Boc-D-leucyl-L-prolyl-[4-(carbamimidoyl)benzyl]amide C(=O)(OC(C)(C)C)N[C@H](CC(C)C)C(=O)N1[C@@H](CCC1)C(=O)[N-]CC1=CC=C(C=C1)C(N)=N